6-(1-fluoro-1-methylethyl)-N4-(2,3,5,6-tetrafluorophenyl)-1,3,5-triazine-2,4-diamine FC(C)(C)C1=NC(=NC(=N1)N)NC1=C(C(=CC(=C1F)F)F)F